(R)-ethyl 6-(4-(2-cyclobutoxypyridin-3-yl)piperazin-1-yl)-2-azaspiro[3.4]octane-2-carboxylate C1(CCC1)OC1=NC=CC=C1N1CCN(CC1)[C@H]1CC2(CN(C2)C(=O)OCC)CC1